dichloro-1H-benzo[d]imidazole-4,7-dione ClC1=C(C(C2=C(NC=N2)C1=O)=O)Cl